tert-butyl 4-(benzyloxy)-3-(5,5-dimethyl-1,3-dioxan-2-yl)-5-fluorobenzoyl(2-(piperidin-1-yl)thiazol-5-yl)carbamate C(C1=CC=CC=C1)OC1=C(C=C(C(=O)N(C(OC(C)(C)C)=O)C2=CN=C(S2)N2CCCCC2)C=C1F)C1OCC(CO1)(C)C